1-isopropyl-2-oxo-1,2-dihydropyridine-4-carboxamide C(C)(C)N1C(C=C(C=C1)C(=O)N)=O